2-fluoro-4-methyl-5-nitroaniline FC1=C(N)C=C(C(=C1)C)[N+](=O)[O-]